2H-pyrimido[1,2-a]pyrimidine-2,6(1H)-dione N1C=2N(C=CC1=O)C(C=CN2)=O